(S)-7-(3-hydroxy-3-methylbut-1-yn-1-yl)-5-methyl-3-(tritylamino)-2,3-dihydrobenzo[b][1,4]oxazepin-4(5H)-one OC(C#CC1=CC2=C(OC[C@@H](C(N2C)=O)NC(C2=CC=CC=C2)(C2=CC=CC=C2)C2=CC=CC=C2)C=C1)(C)C